8-(5-fluoro-6-methoxybenzo[d]thiazol-2-yl)-N,N,6-trimethylquinazolin-2-amine FC=1C(=CC2=C(N=C(S2)C=2C=C(C=C3C=NC(=NC23)N(C)C)C)C1)OC